C(C)(C)(C)OC(=O)C(CCC[C@H](N)C(=O)O)N.[N] nitrogen ε-(tert-butoxycarbonyl)-L-lysine